(S)-3-((5-methoxy-3-nitropyridin-2-yl)amino)pyrrolidine-1-carboxylic acid tert-butyl ester C(C)(C)(C)OC(=O)N1C[C@H](CC1)NC1=NC=C(C=C1[N+](=O)[O-])OC